ClC1=CC(=C(C=C1)C1(OC2=C(OC1)C=CC=C2C2CCN(CC2)CC2=NC=1C(=NC(=CC1)C(=O)O)N2C[C@H]2OCC2)C)F 2-((4-(3-(4-chloro-2-fluorophenyl)-3-methyl-2,3-dihydrobenzo[b][1,4]dioxin-5-yl)piperidin-1-yl)methyl)-3-(((S)-oxetan-2-yl)methyl)-3H-imidazo[4,5-b]pyridine-5-carboxylic acid